C1CC(CCC1N)NC2CCOCC2 1-N-(oxan-4-yl)cyclohexane-1,4-diamine